N1C(=CC2=CC=CC=C12)C=1OC2=C(C=C(C=C2C(C1)=O)C(F)(F)F)C(C)NC=1C(=NC=CC1)C(=O)O 3-[1-[2-(1H-Indol-2-yl)-4-oxo-6-(trifluoromethyl)chromen-8-yl]ethylamino]pyridine-2-carboxylic acid